2-{5-[(3-methanesulfonamidophenyl)carbamoyl]thiophen-3-yl}pyridine-4-carboxamide CS(=O)(=O)NC=1C=C(C=CC1)NC(=O)C1=CC(=CS1)C1=NC=CC(=C1)C(=O)N